CN(C(C(C1=CNC2=CC=CC(=C12)OCC1=CC=CC=C1)=O)=O)C dimethyl-2-oxo-2-(4-phenylmethoxy-1H-indol-3-yl)acetamide